OP(O)OP(O)O.OP(O)OP(O)O.C(C)(C)(C)C1=C(C=CC(=C1)C(C)(C)C)C(O)(C(CO)(CO)CO)C1=C(C=C(C=C1)C(C)(C)C)C(C)(C)C bis(2,4-di-tert-butylphenyl)pentaerythritol bis(diphosphite)